6-[3-fluoro-7-(4-fluoro-2-methoxy-phenyl)-6-(4,5,6,7-tetrahydrothiazolo[5,4-c]pyridin-2-yl)thieno[3,2-c]pyridin-4-yl]-3,4-dihydro-1H-isoquinoline-2-carboxylic acid tert-butyl ester C(C)(C)(C)OC(=O)N1CC2=CC=C(C=C2CC1)C1=NC(=C(C2=C1C(=CS2)F)C2=C(C=C(C=C2)F)OC)C=2SC=1CNCCC1N2